C(C)S(=O)(=O)C=1C=C(C=NC1C=1C(=C2N(C=C(C=C2N1)C(F)(F)F)CC=C)F)C1=CC=C(C=C1)C1(CC1)C#N 1-{4-[5-(ethanesulfonyl)-6-[3-fluoro-4-(prop-2-en-1-yl)-6-(trifluoromethyl)pyrrolo[3,2-b]pyridin-2-yl]pyridin-3-yl]phenyl}cyclopropane-1-carbonitrile